((2R,3R,4R,5R)-3-acetoxy-5-(2-amino-6-(methylamino)-9H-purin-9-yl)-4-fluoro-4-methyltetrahydrofuran-2-yl)methyl acetate C(C)(=O)OC[C@H]1O[C@H]([C@]([C@@H]1OC(C)=O)(C)F)N1C2=NC(=NC(=C2N=C1)NC)N